BrC1=C(N(C2=NC=CC=C21)C)C(=O)N 3-bromo-1-methyl-pyrrolo[2,3-b]pyridine-2-carboxamide